N(=[N+]=[N-])CN1C(C2=CC=CC=C2C1=O)=O 2-(azidomethyl)isoindoline-1,3-dione